3-(3,4-difluorophenyl)-1H-pyrrolo[2,3-b]Pyridine FC=1C=C(C=CC1F)C1=CNC2=NC=CC=C21